ClC1=C2C(=NC=C1C=O)NC=C2 4-chloro-1H-pyrrolo[2,3-b]pyridine-5-carbaldehyde